N-(2-(3,3-difluoro-1-hydroxycyclobutyl)ethyl)-4-(isopropylamino)-2-(thiazol-5-yl)thieno[2,3-b]pyridine-5-carboxamide FC1(CC(C1)(O)CCNC(=O)C=1C(=C2C(=NC1)SC(=C2)C2=CN=CS2)NC(C)C)F